C1(=CC=CC=C1)P(C1=CC=CC=C1)(C1=CC=CC=C1)=O.[Na] sodium triphenylphosphine oxide